OC1=CC=C2CCNC(C2=C1)=O 7-hydroxy-3,4-dihydroisoquinoline-1(2H)-one